CC1=CC=C(C=2NC(NC21)=S)C 1,3-dihydro-4,7-dimethyl-2H-benzimidazole-2-thione